CC1=NC(=CC(=N1)NC1=NN2C(C=C(C=C2)C2=CC(=NC=C2O[C@H]2[C@H]3OC[C@@H]2NC3)C)=C1)C N-(2,6-dimethylpyrimidin-4-yl)-5-[2-methyl-5-[[(1S,4S,7R)-2-oxa-5-azabicyclo[2.2.1]heptan-7-yl]oxy]-4-pyridyl]pyrazolo[1,5-a]pyridin-2-amine